[N+](=O)([O-])C1=C(C=CC=C1)C(COC(=O)N(CC)CC)C 2-(2-nitrophenyl)propoxycarbonyldiethylamine